5-hydroxy-N-(isoxazol-4-yl)-1-methyl-6-oxo-2-(1-(2-phenylacetyl)piperidin-3-yl)-1,6-dihydropyrimidine-4-carboxamide OC1=C(N=C(N(C1=O)C)C1CN(CCC1)C(CC1=CC=CC=C1)=O)C(=O)NC=1C=NOC1